N3-[3-[(4-chlorophenyl)carbamoyl]-5,6-dihydro-4H-cyclopenta[b]thiophen-2-yl]morpholine-3,4-dicarboxamide ClC1=CC=C(C=C1)NC(=O)C=1C2=C(SC1NC(=O)C1N(CCOC1)C(=O)N)CCC2